(S)-2-methoxy-N-(4-(2-methoxyethoxy)-2-(thiazol-5-yl)quinolin-6-yl)propanamide CO[C@H](C(=O)NC=1C=C2C(=CC(=NC2=CC1)C1=CN=CS1)OCCOC)C